C(#N)C=1C=CC(=C(C1)C=1N=C(OC1)C(=O)NC1CC(N(C1)C(=O)[O-])COC)OC1CC1 4-(4-(5-cyano-2-cyclopropoxyphenyl)oxazole-2-carboxamido)-2-(methoxymethyl)pyrrolidine-1-carboxylate